2-[(2R)-3-(3,4-dihydro-1H-isoquinolin-2-yl)-2-hydroxy-propyl]-6-(tetrahydropyran-4-ylmethylamino)-3,4-dihydroisoquinolin-1-one C1N(CCC2=CC=CC=C12)C[C@H](CN1C(C2=CC=C(C=C2CC1)NCC1CCOCC1)=O)O